C(C)(C)(C)OC(=O)N1C[C@H](CC1)OC=1C=C(C(=O)O)C=C(C1)C=1SC(=CN1)C 3-[(3S)-1-tert-Butoxycarbonylpyrrolidin-3-yl]oxy-5-(5-methylthiazol-2-yl)benzoic acid